C(CCCCCCC\C=C\CC=CC)=O E-9,12-tetradecadienal